ClC1=CC=C(C=C1)C=C([2H])[2H] 1-chloro-4-(vinyl-d2)benzene